NC1=CC=C(C=N1)CNC(O[C@H]1[C@H](NC[C@@H]1O)CC1=CC=C(C=C1)OC)=O (2R,3S,4S)-4-hydroxy-2-[(4-methoxyphenyl)methyl]pyrrolidin-3-yl N-[(6-aminopyridin-3-yl)methyl]carbamate